ClC=1C=CC2=C(C(=NCC(N2CC#C)=O)C2=CC=CC=C2)C1 7-chloro-5-phenyl-1-(2-propynyl)-1H-1,4-benzodiazepin-2(3H)-one